C(C1=CC=CC=C1)OC(NCC1=C(SC(=C1)Cl)C1=NC(=C(C=C1)O)C)=O benzyl((5-chloro-2-(5-hydroxy-6-methylpyridin-2-yl)thiophen-3-yl)methyl)carbamate